5-((3R,5R)-3,5-dimethylpiperazin-1-yl)-N-methylpyridinamide C[C@@H]1CN(C[C@H](N1)C)C=1C=CC(=NC1)C(=O)NC